ethane-1,2-diylbis(dihexyl citrate) C(CC(C(=O)[O-])C(O)(C(=O)[O-])C(C(=O)[O-])(CCCCCC)CCCCCC)C(C(=O)[O-])C(O)(C(=O)[O-])C(C(=O)[O-])(CCCCCC)CCCCCC